BrC=1C=C(C=CC1)C(CO)C1CC1 2-(3-bromophenyl)-2-cyclopropylethanol